(+/-)-methyl 3-(((2-hydroxycyclopentyl)methyl)amino)-4-nitrobenzoate OC1C(CCC1)CNC=1C=C(C(=O)OC)C=CC1[N+](=O)[O-]